(dichlorofluoromethylthio)phthalimide ClC(SC1=C2C(C(=O)NC2=O)=CC=C1)(F)Cl